4,6-dichloro-N-(prop-2-yn-1-yl)pyrimidine-5-carboxamide ClC1=NC=NC(=C1C(=O)NCC#C)Cl